N(=C=O)CCC[Si](OCC)(OCC)OCC (3-Isocyanatopropyl)triethoxysilan